CC1=CC=C(C=C1)S(=O)(=O)NC=1C(=CC2=CC=CC=C2C1)C(=O)OC Methyl 3-((4-methylphenyl)sulfonamido)-2-naphthoate